1-methyl-6-trifluoromethyl-1H-pyrimidine-2,4-dione CN1C(NC(C=C1C(F)(F)F)=O)=O